1,3-dioxoisoindolin-2-yl (1S,2S)-2-(3,4-difluorophenyl)cyclopropane-1-carboxylate FC=1C=C(C=CC1F)[C@@H]1[C@H](C1)C(=O)ON1C(C2=CC=CC=C2C1=O)=O